tert-butyl (3R,4R)-4-((3-(2,6-bis(benzyloxy)pyridin-3-yl)-1-methyl-1H-pyrazolo[3,4-b]pyridin-6-yl)amino)-3-hydroxypiperidine-1-carboxylate C(C1=CC=CC=C1)OC1=NC(=CC=C1C1=NN(C2=NC(=CC=C21)N[C@H]2[C@@H](CN(CC2)C(=O)OC(C)(C)C)O)C)OCC2=CC=CC=C2